CC1=C(C=NC=C1)C1CN(C1)C(=O)[C@@H]1CC[C@H]2N1C([C@H](CCCC2)NC(=O)C2=CC1=C(S2)C=CC(=C1)CP(O)(O)=O)=O ((2-(((3S,6S,10aS)-3-(3-(4-methylpyridin-3-yl)azetidine-1-carbonyl)-5-oxodecahydropyrrolo[1,2-a]azocin-6-yl)carbamoyl)benzo[b]thiophen-5-yl)methyl)phosphonic acid